(R)-1-(5-Chloro-2-(6-azaspiro[2.5]octan-6-yl)phenoxy)-N-((6-(3-hydroxypyrrolidin-1-yl)pyridin-2-yl)sulfonyl)cyclopropanecarboxamide ClC=1C=CC(=C(OC2(CC2)C(=O)NS(=O)(=O)C2=NC(=CC=C2)N2C[C@@H](CC2)O)C1)N1CCC2(CC2)CC1